1-(4-methoxyphenoxy)-2-(3-methylphenoxyl)ethane COC1=CC=C(OCCOC2=CC(=CC=C2)C)C=C1